(2S,5R)-5-benzyloxyaminopiperidine-2-carboxylic acid ethyl ester oxalate C(C(=O)O)(=O)O.C(C)OC(=O)[C@H]1NC[C@@H](CC1)NOCC1=CC=CC=C1